[Br-].C(=O)=C1CN(C=CC1C1=CC=C(C=C1)F)C 3-carbonyl-4-(4'-fluorophenyl)-N-methylpyridine bromide